[2-(acrylamido)-ethyl]trimethylammonium chloride [Cl-].C(C=C)(=O)NCC[N+](C)(C)C